C1(CC1)C1=C(C(=NO1)C1=C(C=CC=C1Cl)Cl)COC12CCC(CC1)(CC2)C2=NC(=NO2)C=2N=NNN2 5-(4-((5-cyclopropyl-3-(2,6-dichlorophenyl)isoxazol-4-yl)methoxy)bicyclo[2.2.2]octan-1-yl)-3-(2H-tetrazol-5-yl)-1,2,4-oxadiazole